8-fluoro-7-(7-fluoro-8-((triisopropylsilyl)ethynyl)naphthalen-1-yl)-2-((hexahydro-1H-pyrrolizin-7a-yl-methoxy)pyrido[4,3-d]pyrimidin-4-yl)-3-methylpiperidin-3-ol FC1=C(N=CC2=C1N=C(N=C2C2NCCCC2(O)C)OCC21CCCN1CCC2)C2=CC=CC1=CC=C(C(=C21)C#C[Si](C(C)C)(C(C)C)C(C)C)F